(7S)-7,8-difluoro-N-(2-(pyrrolidin-1-yl)-4-((4-(trifluoromethyl)benzyl)amino)phenyl)octanamide F[C@@H](CCCCCC(=O)NC1=C(C=C(C=C1)NCC1=CC=C(C=C1)C(F)(F)F)N1CCCC1)CF